C1(=CC=CC=C1)/N=N/C=1C=C2CCCN3C2=C(C1)CCC3 9-[(E)-Phenyldiazenyl]-2,3,6,7-tetrahydro-1H,5H-pyrido[3,2,1-ij]chinolin